6-Fluoro-2-(hydroxymethyl)-3-iodo-8-methoxy-1-methylquinolin-4(1H)-one FC=1C=C2C(C(=C(N(C2=C(C1)OC)C)CO)I)=O